N-((1-(6-(difluoromethyl)pyridin-3-yl)-1,2,3,4-tetrahydroquinolin-3-yl)methyl)acrylamide FC(C1=CC=C(C=N1)N1CC(CC2=CC=CC=C12)CNC(C=C)=O)F